(1-(((3-(benzylthio)pyridin-2-yl)methyl)amino)-2-methyl-1-oxopropan-2-yl)carbamic acid tert-butyl ester C(C)(C)(C)OC(NC(C(=O)NCC1=NC=CC=C1SCC1=CC=CC=C1)(C)C)=O